ClN1N=CC(=C1)I chloro-4-iodo-1H-pyrazole